N-(2-(3-aminotetrahydrofuran-3-yl)pyridin-4-yl)-N-(4-methoxybenzyl)cyclopropanesulfonamide hydrochloride Cl.NC1(COCC1)C1=NC=CC(=C1)N(S(=O)(=O)C1CC1)CC1=CC=C(C=C1)OC